ClC1=NC(=NC(=C1N)Cl)SCC1=CC=CC=C1 4,6-dichloro-2-(benzylthio)-5-pyrimidinamine